di(3-ethylhexyl) sebacate C(CCCCCCCCC(=O)OCCC(CCC)CC)(=O)OCCC(CCC)CC